2,5-diphenyl-tetrazol C1(=CC=CC=C1)N1N=C(N=N1)C1=CC=CC=C1